1-phenyl-3-(4-(trifluoromethyl)phenyl)propan-1-one tert-butyl-(3S,5R)-6'-bromo-5-(fluoromethyl)-7'-methyl-3',4'-dihydro-1'H-spiro[pyrrolidine-3,2'-[1,8]naphthyridine]-1-carboxylate C(C)(C)(C)OC(=O)N1C[C@@]2(NC3=NC(=C(C=C3CC2)Br)C)C[C@@H]1CF.C1(=CC=CC=C1)C(CCC1=CC=C(C=C1)C(F)(F)F)=O